(2R,5S)-6-(benzyloxy)-7-oxo-1,6-diazabicyclo[3.2.1]octane-2-carboxylic acid C(C1=CC=CC=C1)ON1[C@H]2CC[C@@H](N(C1=O)C2)C(=O)O